2-(6-((1-amino-2-methylpropan-2-yl)amino)pyridin-2-yl)-4-(2-fluoro-6-methoxyphenyl)-2,3-dihydro-1H-pyrrolo[3,4-c]pyridin-1-one NCC(C)(C)NC1=CC=CC(=N1)N1CC=2C(=NC=CC2C1=O)C1=C(C=CC=C1OC)F